NC(C(=O)O)CC(C)C alpha-amino-isocaproic acid